6-Fluoro-9-isopropyl-2-methyl-7-(6-(3-(piperidin-1-yl)propoxy)pyridin-3-yl)-9,10-Dihydro-8-oxa-2,4,10a-triazanaphtho[2,1,8-cde]azulene-1(2H)-one FC=1C=C2N=CC=3N(C(N4CC(OC(=C2C34)C1C=1C=NC(=CC1)OCCCN1CCCCC1)C(C)C)=O)C